C(#C)C1=CC(=C(C=C1)OC)OC 4-ethynyl-1,2-dimethoxybenzene